(2S,3S)-3-amino-3-(4-chlorophenyl)-2-methylpropanoic acid N[C@@H]([C@@H](C(=O)O)C)C1=CC=C(C=C1)Cl